FC1=C(NCC=2C=NC=CC2NC2CCN(CC2)C(=O)OC(C)(C)C)C(=CC=C1)C tert-butyl 4-[[3-[(2-fluoro-6-methyl-anilino)methyl]-4-pyridyl]amino]piperidine-1-carboxylate